2-(2-acryloxyethoxy)-1,1'-binaphthalene C(C=C)(=O)OCCOC1=C(C2=CC=CC=C2C=C1)C1=CC=CC2=CC=CC=C12